C1=CC=CC=2C=CC3=C(C4=C(O3)C=C(C=C4)B(O)O)C12 benzo[b]naphtho[1,2-d]furan-9-boronic acid